phenylamine C1(=CC=CC=C1)N